6-(2-chloro-6-fluorophenyl)-4-((4-(4-cyclopropyl-2-oxopiperazin-1-yl)phenyl)amino)pyridazine ClC1=C(C(=CC=C1)F)C1=CC(=CN=N1)NC1=CC=C(C=C1)N1C(CN(CC1)C1CC1)=O